1-(3,4,5-trihydroxybenzoyl)-4-(benzoyl)thiosemicarbazide OC=1C=C(C(=O)NNC(=S)NC(C2=CC=CC=C2)=O)C=C(C1O)O